N-Acetyl-Glutamic acid C(C)(=O)N[C@@H](CCC(=O)O)C(=O)O